(S)-(2-azido-3-methoxypropyl)benzene N(=[N+]=[N-])[C@@H](CC1=CC=CC=C1)COC